C(C=O)(=O)OCC(CCCC)CC 2-ethylhexyl glyoxalate